O=C1NCCN1C1=CC=CC=C1 2-oxo-3-phenylimidazoline